OCC1[C@H]2CN(C[C@@H]12)C(=O)O (1R,5S,6r)-6-(hydroxymethyl)-3-azabicyclo[3.1.0]Hexane-3-carboxylic acid